NC1=C2C(=NC=N1)N(N=C2C2=CC=C(C=C2)OC2=CC=CC=C2)[C@H]2CN(CCC2)CCCCCCCCCCCCSC2=C1C(N(C(C1=CC=C2)=O)C2C(NC(CC2)=O)=O)=O 4-((12-((R)-3-(4-amino-3-(4-phenoxyphenyl)-1H-pyrazolo[3,4-d]pyrimidin-1-yl)piperidine-1-yl)dodecyl)thio)-2-(2,6-dioxopiperidin-3-yl)isoindoline-1,3-dione